Butyl (5-(4,4,5,5-tetramethyl-1,3,2-dioxaborolan-2-yl)pyridin-2-yl)carbamate CC1(OB(OC1(C)C)C=1C=CC(=NC1)NC(OCCCC)=O)C